S(OC1=CC=C(C=C1)OCC1=NC=C(C=C1F)N1N=CC=N1)(=O)(=O)F 4-((3-fluoro-5-(2H-1,2,3-triazol-2-yl)pyridin-2-yl)methoxy)phenyl sulfurofluoridate